4-methyl-7-(4,4,5,5-tetramethyl-1,3,2-dioxaborolan-2-yl)-2H-1,4-benzoxazin-3(4H)-one CN1C(COC2=C1C=CC(=C2)B2OC(C(O2)(C)C)(C)C)=O